FC(CNC[C@H](CC=1N=CNC(C1O)=O)C1=C(C=C(C=C1)C#CC1=CC=C(CN2CC(C2)C#N)C=C1)F)F (R)-1-(4-((4-(1-((2,2-difluoroethyl)amino)-3-(5-hydroxy-6-oxo-1,6-dihydropyrimidin-4-yl)propan-2-yl)-3-fluorophenyl)ethynyl)benzyl)azetidine-3-carbonitrile